(methyl-(thieno[2,3-b]pyridin-4-ylmethyl)amino)benzoic acid CN(CC1=C2C(=NC=C1)SC=C2)C2=C(C(=O)O)C=CC=C2